N1(N=CC=C1)C=1C=C(CN(C=2OC=C(N2)COCCOC2=CC(=CC=C2)N(C)C)CC2=CC(=CC=C2)OC)C=CC1 N-(3-(1H-pyrazol-1-yl)benzyl)-4-((2-(3-(dimethylamino)phenoxy)ethoxy)methyl)-N-(3-methoxybenzyl)oxazol-2-amine